tert-Butyl 2-{4-[(6-{[5-cyclopropyl-1-(oxan-2-yl)-1H-pyrazol-3-yl]amino}-5-methoxy-1,2-benzoxazol-3-yl)sulfamoyl]-3,5-dimethoxyphenyl}piperidine-1-carboxylate C1(CC1)C1=CC(=NN1C1OCCCC1)NC1=CC2=C(C(=NO2)NS(=O)(=O)C2=C(C=C(C=C2OC)C2N(CCCC2)C(=O)OC(C)(C)C)OC)C=C1OC